(S*)-6-(Cyclopropanecarboxamido)-N-(methyl-d3)-4-((4-oxo-5-(1,1,1-trifluoropropan-2-yl)-4,5-dihydrothieno[2,3-d]pyridazin-3-yl)amino)nicotinamide C1(CC1)C(=O)NC1=NC=C(C(=O)NC([2H])([2H])[2H])C(=C1)NC1=CSC=2C=NN(C(C21)=O)[C@H](C(F)(F)F)C |o1:30|